COC1=C(C(=CC=C1)OC1CCNCC1)C1=CC(=NN1)NC=1C(=NC=CN1)C#N ((5-(2-methoxy-6-(piperidin-4-yloxy)phenyl)-1H-pyrazol-3-yl)amino)pyrazine-2-carbonitrile